1-Butyl-N-(2,6-diisopropylphenyl)-2-isopropyl-1H-benzo[d]imidazol-4-amine C(CCC)N1C(=NC2=C1C=CC=C2NC2=C(C=CC=C2C(C)C)C(C)C)C(C)C